epoxyeicosan C1C(CCCCCCCCCCCCCCCCCC)O1